1-[[(7R)-1-[5-[(1S)-1-(2,2-difluoro-1,3-benzodioxol-5-yl)ethoxy]-3-pyridinyl]-3-(trifluoromethyl)-4,5,6,7-tetrahydroindazol-7-yl]methyl]piperidine-4-carboxylic acid FC1(OC2=C(O1)C=CC(=C2)[C@H](C)OC=2C=C(C=NC2)N2N=C(C=1CCC[C@@H](C21)CN2CCC(CC2)C(=O)O)C(F)(F)F)F